C(CCCCCCC)N1C(CCC1)=S 1-octylpyrrolidine-2-thione